ClC1=CC=C(C=C1)C1=C(C=CC=C1)CN1C2CN(C(C1)C2)C(=O)C=2C=C1CN(C(C1=CC2)=O)C2C(NC(CC2)=O)=O 3-(5-(5-((4'-chloro-[1,1'-biphenyl]-2-yl)methyl)-2,5-diazabicyclo[2.2.1]heptane-2-Carbonyl)-1-oxoisoindolin-2-yl)piperidine-2,6-dione